5-Fluoro-2-hydroxy-phenyl-2-[1-oxo-6-(2-phenylethynyl)isoindolin-2-yl]-N-thiazol-2-yl-acetamide FC=1C=CC(=C(C1)C(C(=O)NC=1SC=CN1)N1C(C2=CC(=CC=C2C1)C#CC1=CC=CC=C1)=O)O